tert-butyl (3-(3-amino-6-chloropyridin-2-yl)prop-2-yn-1-yl)carbamate NC=1C(=NC(=CC1)Cl)C#CCNC(OC(C)(C)C)=O